COC1=CC(=C(CO)C=C1OC)[N+](=O)[O-] 4,5-Dimethoxy-2-nitrobenzyl alcohol